ClC1=CC(=C(C=C1)C=1C=2N(N=C(C1)[C@@H]1C[C@@H](OCC1)C1=CC(=NC=C1)OC1CCC1)C(C(=C(N2)C)C)=O)F |r| 9-(4-chloro-2-fluoro-phenyl)-7-[rac-(2R,4S)-2-[2-(cyclobutoxy)-4-pyridyl]tetrahydropyran-4-yl]-2,3-dimethyl-pyrimido[1,2-b]pyridazin-4-one